BrC1(C(C1CCCCC)CCCO)Br 3-(2,2-dibromo-3-pentylcyclopropyl)propan-1-ol